2-[N-(4-diphenylaminophenyl)-N-phenylamino]-spiro-9,9'-bifluorene C1(=CC=CC=C1)N(C1=CC=C(C=C1)N(C1=CC=CC=C1)C1=CC=2C3(C4=CC=CC=C4C2C=C1)C1=CC=CC=C1C1=CC=CC=C13)C1=CC=CC=C1